O.C(\C=C/C(=O)O)(=O)O.C(#N)C=1C=NC2=CC(=C(C=C2C1NC1=CC(=CC=C1)C#C)NC(C=CCN(C)C)=O)OCC N-(3-cyano-7-ethoxy-4-(3-ethynylphenylamino)quinolin-6-yl)-4-(dimethylamino)but-2-enamide maleate monohydrate